NC1=CC(=NC(=N1)SC)C#N 6-amino-2-(methylsulfanyl)pyrimidine-4-carbonitrile